2,3,5-trifluoro-4-hydroxy-N-({(1r,4r)-4-[6-(5,6,7,8-tetrahydro-1,6-naphthyridin-2-yl)-2H-indazol-2-yl]cyclohexyl}methyl)benzamide FC1=C(C(=O)NCC2CCC(CC2)N2N=C3C=C(C=CC3=C2)C2=NC=3CCNCC3C=C2)C=C(C(=C1F)O)F